N-[6-[5-bromo-3-(methoxymethoxy)-2-pyridyl]pyridazin-3-yl]-5,5-dimethyl-4-azaspiro[2.5]octan-7-amine BrC=1C=C(C(=NC1)C1=CC=C(N=N1)NC1CC(NC2(CC2)C1)(C)C)OCOC